BrC=1C=C(C=CC1)CC1=CN=C(N1)[C@H]1N(C[C@@H](C1)O)C(=O)OC(C)(C)C tert-butyl (2s,4r)-2-[5-[(3-bromophenyl) methyl]-1H-imidazol-2-yl]-4-hydroxypyrrolidine-1-carboxylate